6-((tert-butyldimethylsilyl)oxy)-1-(2-methylthiazol-4-yl)hexan-1-amine [Si](C)(C)(C(C)(C)C)OCCCCCC(N)C=1N=C(SC1)C